3-mercapto-2-methylvaleric acid SC(C(C(=O)O)C)CC